FC1=C(C(=O)N([C@H]2CNCCC2)C2=NC=CC3=CC=CC(=C23)C)C=CC(=C1)NC1=NC=CC(=N1)N(C1CCOCC1)C (R)-2-fluoro-4-(4-(methyl(tetrahydro-2H-pyran-4-yl)amino)pyrimidin-2-ylamino)-N-(8-methylisoquinolin-1-yl)-N-(piperidin-3-yl)benzamide